FC(C=1C=C(C=CC1)[C@H](CCN(C(C(=O)O)C1=C(C(=CC=C1)C)C1CCC(CC1)OC(F)(F)F)C)CCN1CCCCC1)F 2-(((S)-3-(3-(difluoromethyl)phenyl)-5-(piperidin-1-yl)pentyl)(methyl)amino)-2-(3-methyl-2-((1r,4S)-4-(trifluoromethoxy)cyclohexyl)phenyl)acetic acid